C1(CC1)NC(=O)C=1SC=CC1O[C@@H]1CN(CC1)CC(=O)NC=1C=CC=C2C(=CNC12)C1=NC(=NC=C1C)NC1=NN(C(=C1)C)C (S)-N-cyclopropyl-3-((1-(2-((3-(2-((1,5-dimethyl-1H-pyrazol-3-yl)amino)-5-methylpyrimidin-4-yl)-1H-indol-7-yl)amino)-2-oxoethyl)pyrrolidin-3-yl)oxy)thiophene-2-carboxamide